N-tetrahydropyran-4-yl-1-(2-trimethylsilylethoxymethyl)pyrrolo[3,2-c]Pyridin-6-amine O1CCC(CC1)NC1=CC2=C(C=N1)C=CN2COCC[Si](C)(C)C